(S)-1-(3-(8-amino-5-cyclopropyl-1-((3,5-dimethoxyphenyl)ethynyl)imidazo[1,5-a]pyrazin-3-yl)pyrrolidin-1-yl)prop-2-en-1-one NC=1C=2N(C(=CN1)C1CC1)C(=NC2C#CC2=CC(=CC(=C2)OC)OC)[C@@H]2CN(CC2)C(C=C)=O